(S)-(6-fluoro-3-methyl-8-(5-(trifluoromethyl)-1,2,4-oxadiazol-3-yl)-2,3-dihydrobenzo[f][1,4]oxazepin-4(5H)-yl)(1-isopropyl-4-methylpiperidin-4-yl)methanone FC1=CC(=CC2=C1CN([C@H](CO2)C)C(=O)C2(CCN(CC2)C(C)C)C)C2=NOC(=N2)C(F)(F)F